2-Bromo-6-((2-(4-chloro-2-fluorophenyl)-1-hydroxypropan-2-yl)oxy)phenol BrC1=C(C(=CC=C1)OC(CO)(C)C1=C(C=C(C=C1)Cl)F)O